C(C)(C)OC1=NC=2N(C=C1C(=O)NC=1C(N(C=CC1)C)=O)C=C(N2)C21COC(CC2)(C1)C 7-isopropoxy-N-(1-methyl-2-oxo-1,2-dihydropyridin-3-yl)-2-(1-methyl-2-oxabicyclo[2.2.1]hept-4-yl)imidazo[1,2-a]pyrimidine-6-carboxamide